3-(2-(7-Azabicyclo[2.2.1]heptan-7-yl)acetyl)-2,5-dimethyl-1H-pyrrol C12CCC(CC1)N2CC(=O)C2=C(NC(=C2)C)C